C1OCC2=C1C=CC(=C2)C2=CC=C(S2)CN2C(NN=C2)=O 4-{[5-(1,3-dihydro-2-benzofuran-5-yl)thiophen-2-yl]methyl}-2,4-dihydro-3H-1,2,4-triazol-3-one